cyclopropyl(4-(3-methoxy-4-nitrophenyl)-4-oxido-1,4-azaphosphinan-1-yl)methanone C1(CC1)C(=O)N1CCP(CC1)(=O)C1=CC(=C(C=C1)[N+](=O)[O-])OC